(S)-N-((S)-1'-(5-bromo-3-(hydroxymethyl)pyrazin-2-yl)-5,7-dihydrospiro[cyclopenta[b]Pyridine-6,4'-piperidin]-5-yl)-2-methylpropane-2-sulfinamide BrC=1N=C(C(=NC1)N1CCC2(CC1)[C@@H](C=1C(=NC=CC1)C2)N[S@@](=O)C(C)(C)C)CO